C(C1=CC=CC=C1)SCCCCCCCCNC 8-(benzylthio)-N-methyloctan-1-amine